ONC(C1=CC=C(C=C1)C1(CC1)CCC)=N N-hydroxy-4-(1-propylcyclopropyl)benzimidamide